potassium glucosamine sulfate salt S(=O)(=O)([O-])[O-].OC1[C@H](N)[C@@H](O)[C@H](O)[C@H](O1)CO.[K+].[K+]